ClC=1C(=C(C=CC1)S)[N+](=O)[O-] 3-chloro-2-nitro-benzenethiol